N(=C=S)CCCCSCCOC1=NC=CC=C1 (2-((4-isothiocyanatobutyl)sulfanyl)ethoxy)pyridine